Tert-butyl 2-((4,4-dimethylpiperidin-1-yl)methyl)-6-((4-(5-(pyrrolidin-1-yl)pyridin-3-yl)-1H-1,2,3-triazol-1-yl)methyl)-1H-indole-1-carboxylate CC1(CCN(CC1)CC=1N(C2=CC(=CC=C2C1)CN1N=NC(=C1)C=1C=NC=C(C1)N1CCCC1)C(=O)OC(C)(C)C)C